(S)-3-(4-fluorophenyl)-3-hydroxy-N-(1-(3-(trifluoromethyl)phenyl)cyclopropyl)-butanamide FC1=CC=C(C=C1)[C@@](CC(=O)NC1(CC1)C1=CC(=CC=C1)C(F)(F)F)(C)O